5-(5-Chloro-2-isopropyl-4-methoxy-benzyl)-N2-cyclopropyl-pyrimidine-2,4-diamine ClC=1C(=CC(=C(CC=2C(=NC(=NC2)NC2CC2)N)C1)C(C)C)OC